((2S,3R)-3-((4-(2-azidopropan-2-yl)-6-chloro-2,7-naphthyridin-1-yl)oxy)-2-methylazetidin-1-yl)((1S,2S)-2-fluorocyclopropyl)methanone N(=[N+]=[N-])C(C)(C)C1=CN=C(C2=CN=C(C=C12)Cl)O[C@H]1[C@@H](N(C1)C(=O)[C@H]1[C@H](C1)F)C